F[P-](F)(F)(F)(F)F.C(C1=CC=CC=C1)(=O)C1=CC=C(C=C1)[S+](C1=CC=C(C=C1)C)C1=CC=2C(C3=C(C=CC(=C3SC2C=C1)OCCC)Cl)=O (4-benzoylphenyl)(8-chloro-9-oxo-5-propoxy-9H-thioxanthen-2-yl)(4-methylphenyl)sulfonium hexafluorophosphate